4,5,5-Trifluoropent-4-ene-1,2-diol FC(CC(CO)O)=C(F)F